C(=C\\C(=O)[O-])\\C=C(C(=O)[O-])C(=O)[O-] The molecule is tricarboxylate anion of 2-carboxylato-cis,cis-muconic acid; major species at pH 7.3. It is a conjugate base of a 2-carboxy-cis,cis-muconic acid.